5-ethyl-4-(pyridin-2-yl)-N-(6-(trifluoromethyl)pyridin-2-yl)thiazol-2-amine C(C)C1=C(N=C(S1)NC1=NC(=CC=C1)C(F)(F)F)C1=NC=CC=C1